tert-butyl 4-(3-(methoxycarbonyl)-1-(4-methoxyphenyl)-1H-pyrazole-5-carboxamido)piperidine-1-carboxylate COC(=O)C1=NN(C(=C1)C(=O)NC1CCN(CC1)C(=O)OC(C)(C)C)C1=CC=C(C=C1)OC